The molecule is an N-substituted diamine that is 1,4-phenylenediamine in which one hydrogen from each amino group is replaced by a phenyl group. It has a role as an antioxidant. It is a secondary amino compound and a N-substituted diamine. It derives from a p-aminodiphenylamine. C1=CC=C(C=C1)NC2=CC=C(C=C2)NC3=CC=CC=C3